6-(4-methylpiperazin-1-yl)pyridine-3,4-diamine CN1CCN(CC1)C1=CC(=C(C=N1)N)N